(1S,5R)-1-(2-chloro-4-fluorophenyl)-N-(6-methoxypyridin-3-yl)-3-azabicyclo[3.1.0]hexane-3-thioamide ClC1=C(C=CC(=C1)F)[C@]12CN(C[C@@H]2C1)C(NC=1C=NC(=CC1)OC)=S